4-(cyclopentylamino)-2-((1r,4r)-4-hydroxycyclohexylamino)pyrimidine-5-carboxamide C1(CCCC1)NC1=NC(=NC=C1C(=O)N)NC1CCC(CC1)O